BrC1=CC=2SC3=CC(=CC=C3SC2C=C1)Br 2,8-dibromo-thianthrene